5-(imidazo[1,2-a]pyridin-6-yl)-N-methyl-7H-pyrrolo[2,3-d]pyrimidin-2-amine N=1C=CN2C1C=CC(=C2)C2=CNC=1N=C(N=CC12)NC